1-{6-[(4-chlorobenzyl)amino]-4-[(5-methyl-1H-pyrazol-3-yl)amino]-1H-pyrazolo[3,4-d]pyrimidine-1-yl}-2-methylpropan-2-ol ClC1=CC=C(CNC2=NC(=C3C(=N2)N(N=C3)CC(C)(O)C)NC3=NNC(=C3)C)C=C1